CC1=C(CN2CCC(CC2)C(=O)O)C(=CC(=C1)C1CN(C1)C1=CC=CC=C1)C (2,6-dimethyl-4-(1-phenylazetidin-3-yl)benzyl)piperidine-4-carboxylic acid